COC(=O)[C@H]1[C@H](NCCC1)CCl (2S,3R)-2-chloromethyl-piperidine-3-carboxylic acid methyl ester